(RS)-4-[5-[3-chloro-2-fluoro-5-(trifluoromethyl)phenyl]-5-(difluoromethyl)-4H-isoxazol-3-yl]-2-methyl-N-[2-oxo-2-(2,2,2-trifluoroethylamino)ethyl]benzamide ClC=1C(=C(C=C(C1)C(F)(F)F)[C@]1(CC(=NO1)C1=CC(=C(C(=O)NCC(NCC(F)(F)F)=O)C=C1)C)C(F)F)F |r|